NC1=C2C=NC(=NC2=CC(=C1F)C1=CC2=C(NC(O2)=O)C=C1C)NC1=C(C=C2CCN(CC2=C1)C)OC 6-(5-amino-6-fluoro-2-((6-methoxy-2-methyl-1,2,3,4-tetrahydroisoquinolin-7-yl)amino)quinazolin-7-yl)-5-methylbenzo[d]oxazol-2(3H)-one